C[Si](O[SiH](O[Si](C)(C)C)C)(C)C trimethyl-[methyl-(trimethylsilyloxy)silyl]oxy-silane